3-(4-amino-6-(5-(3-fluorophenyl)thiophen-2-yl)-1-methyl-1H-imidazo[4,5-c]pyridin-2-yl)propan-1-ol tert-butyl-N-[3-(4,4,5,5-tetramethyl-1,3,2-dioxaborolan-2-yl)-2-pyridyl]carbamate C(C)(C)(C)N(C(=O)OCCCC=1N(C2=C(C(=NC(=C2)C=2SC(=CC2)C2=CC(=CC=C2)F)N)N1)C)C1=NC=CC=C1B1OC(C(O1)(C)C)(C)C